(2S,4R,6R)-4-amino-6-methoxy-2-methyl-tetrahydropyran-3-one N[C@H]1C([C@@H](O[C@H](C1)OC)C)=O